C(CCC)C1N(S(C2=C(N(C1)C1=CC=C(C=C1)F)C=C(C(=C2)O\C=C(\C(=O)OCC)/F)SC)(=O)=O)CC2=CC=C(C=C2)OC ethyl (Z)-3-((3-butyl-5-(4-fluorophenyl)-2-(4-methoxybenzyl)-7-(methylthio)-1,1-dioxido-2,3,4,5-tetrahydro-1,2,5-benzothiadiazepin-8-yl) oxy)-2-fluoroacrylate